FC1=C2CC(C(C2=CC=C1Br)=O)C#N 4-fluoro-5-bromocyanoindanone